FC=1C=C(OCC(C(=O)N2CCN(CC2)S(=O)(=O)C=2C=CC3=C(CCO3)C2)(C)C)C=CC1F 3-(3,4-Difluorophenoxy)-1-(4-((2,3-Dihydrobenzofuran-5-yl)sulfonyl)piperazin-1-yl)-2,2-dimethylpropan-1-one